Methyl 8-((5-methoxy-1-methyl-1H-indol-3-yl)methyl)-2-phenethyl-2,8-diazaspiro[4.5]decane-4-carboxylate COC=1C=C2C(=CN(C2=CC1)C)CN1CCC2(C(CN(C2)CCC2=CC=CC=C2)C(=O)OC)CC1